4-bromo-N-[(3,5-difluoropyridin-2-yl)methyl]-2-[(3R)-3-methyl-[1,4'-bipiperidine]-1'-yl]-1,3-thiazole-5-carboxamide BrC=1N=C(SC1C(=O)NCC1=NC=C(C=C1F)F)N1CCC(CC1)N1C[C@@H](CCC1)C